2-BENZOYL-AMINOBENZAMID C(C1=CC=CC=C1)(=O)C1=C(C(=O)N)C=CC=C1N